(2r,4s)-2-((R)-6-(4-(trifluoromethyl)phenyl)-2-azaspiro[3.4]octane-2-carbonyl)-5-azaspiro[3.4]octan-6-one FC(C1=CC=C(C=C1)[C@H]1CC2(CN(C2)C(=O)C2CC3(C2)NC(CC3)=O)CC1)(F)F